5-(2,4-difluorophenoxy)-2,2-dimethyl-1-(4-((4-(methylsulfonyl)phenyl)sulfonyl)piperazin-1-yl)pentan-1-one FC1=C(OCCCC(C(=O)N2CCN(CC2)S(=O)(=O)C2=CC=C(C=C2)S(=O)(=O)C)(C)C)C=CC(=C1)F